ethyl 1-isopropyl-3-(2-methylphenyl)-2,4-dioxo-1,2,3,4-tetrahydropyrimidine-5-carboxylate C(C)(C)N1C(N(C(C(=C1)C(=O)OCC)=O)C1=C(C=CC=C1)C)=O